7-(4-(4-ethylpiperazin-1-yl)phenyl)-3-methyl-1-((1-methyl-1H-pyrazol-4-yl)methyl)-3,6-dihydroimidazo[4,5-d]pyrrolo[2,3-b]pyridin-2(1H)-one C(C)N1CCN(CC1)C1=CC=C(C=C1)C1=CC=2C(=NC=C3C2N(C(N3C)=O)CC=3C=NN(C3)C)N1